ClC=1C=C(C(=NC1)N1C([C@@H](N(C(C1)=O)CC1=CC=C(C=C1)C(F)(F)F)C(C)C)=O)F (S)-1-(5-chloro-3-fluoropyridin-2-yl)-3-isopropyl-4-(4-(trifluoromethyl)benzyl)piperazine-2,5-dione